O(C1=CC=CC=C1)C1=CC=2NC3=CC=CC=C3OC2C=C1 2-Phenoxy-10H-phenoxazine